(R)-4-((1r,4R)-4-(3-bromo-2-methylphenoxy)cyclohexyl)-3-methylbutan-1-ol BrC=1C(=C(OC2CCC(CC2)C[C@H](CCO)C)C=CC1)C